C(C)(C)OC1=C(C=CC=C1)C=1C=C2CC(C(C2=CC1)NC(O[C@@H]1CN2CCC1CC2)=O)(C)C (S)-quinuclidin-3-yl (5-(2-isopropoxyphenyl)-2,2-dimethyl-2,3-dihydro-1H-inden-1-yl)carbamate